6-((5-(3,6-dimethylpyridazin-4-yl)-7-(2-(ethyl(methyl)amino)ethyl)-1-oxo-3,4-dihydroisoquinolin-2(1H)-yl)methyl)-4-ethoxynicotinonitrile CC=1N=NC(=CC1C1=C2CCN(C(C2=CC(=C1)CCN(C)CC)=O)CC1=NC=C(C#N)C(=C1)OCC)C